N-(5-Methyl-1-(pyridin-4-yl)-1H-pyrazol-4-yl)-3-(3,4,5-trifluorophenyl)propanamide CC1=C(C=NN1C1=CC=NC=C1)NC(CCC1=CC(=C(C(=C1)F)F)F)=O